methyl 2-benzyl-3-((4-(benzylthio) phenyl) amino)-3-oxopropionate C(C1=CC=CC=C1)C(C(=O)OC)C(=O)NC1=CC=C(C=C1)SCC1=CC=CC=C1